F[C@H]1COC2(CN(C2)C(=O)OCC2=CC=CC=C2)CC1 (R)-benzyl 7-fluoro-5-oxa-2-azaspiro[3.5]nonane-2-carboxylate